ethyl (E)-3-(1-(4-methoxybenzamido)-2,3-dihydro-1H-inden-5-yl)acrylate COC1=CC=C(C(=O)NC2CCC3=CC(=CC=C23)/C=C/C(=O)OCC)C=C1